F[C@H]1CN(CC[C@H]1OC)C1=NC=CC(=N1)NC=1N=CC2=C(N=CC(=C2C1)C(C)C)N1[C@@H]([C@H](C1)CS(=O)(=O)C)C N-{2-[(3S,4R)-3-fluoro-4-methoxy-piperidin-1-yl]pyrimidin-4-yl}-8-[(2R,3S)-3-(methanesulfonyl-methyl)-2-methylazetidin-1-yl]-5-(propan-2-yl)-2,7-naphthyridin-3-amine